NC1=NC(=CC(=N1)N1CCC2(C[C@H](NC2)C(=O)OCC)CC1)O[C@@H](C(F)(F)F)C1=C(C=C(C=C1)Cl)C1=CC(=C(C=C1)F)OCC (S)-ethyl 8-(2-amino-6-((R)-1-(5-chloro-3'-ethoxy-4'-fluoro-[1,1'-biphenyl]-2-yl)-2,2,2-trifluoroethoxy)pyrimidin-4-yl)-2,8-diazaspiro[4.5]decane-3-carboxylate